C(OC1=CC2=C(C(C(O2)(C)C)=O)C=C1)([2H])([2H])[2H] 6-(methoxy-d3)-2,2-dimethylbenzofuran-3(2H)-one